O=C1NN=C(C=C1C(=O)OC)C1=CC=C(C=C1)C(F)(F)F Methyl 3-oxo-6-[4-(trifluoromethyl) phenyl]-2,3-dihydropyridazine-4-carboxylate